tert-butyl 4-((11-oxo-3,6,9,12-tetraoxatetradecyl)oxy)piperidine-1-carboxylate O=C(COCCOCCOCCOC1CCN(CC1)C(=O)OC(C)(C)C)OCC